CN1CC[C@H](C2=CC=CC=C12)C(=O)O |r| (RS)-1-methyl-1,2,3,4-tetrahydroquinoline-4-carboxylic acid